methyl (S)-2-(1-(4-(2-(4-(3-(4-(aminomethyl)phenyl)ureido)phenyl)acetyl)morpholine-3-carbonyl)piperidin-4-yl)acetate NCC1=CC=C(C=C1)NC(NC1=CC=C(C=C1)CC(=O)N1[C@@H](COCC1)C(=O)N1CCC(CC1)CC(=O)OC)=O